(R)-N-(3,3-difluoro-1-(3-methyloxetan-3-yl)piperidin-4-yl)-6-fluoro-4-methoxy-5-(quinolin-6-yl)pyrrolo[2,1-f][1,2,4]triazin-2-amine FC1(CN(CC[C@H]1NC1=NN2C(C(=N1)OC)=C(C(=C2)F)C=2C=C1C=CC=NC1=CC2)C2(COC2)C)F